FC(C=C)F 3,3-Difluoropropene